2-(2-Fluoro-6-methoxy-4-(trifluoromethyl)phenyl)-4,4,5,5-tetramethyl-1,3,2-dioxaborolane FC1=C(C(=CC(=C1)C(F)(F)F)OC)B1OC(C(O1)(C)C)(C)C